C1(CC1)C(=O)NC=1SC2=C(N1)C=CC(=C2)C=2C=C1C(=NC(=NC1=CC2)C)C(=O)N[C@@H](C)C2=CC=C(C=C2)C (S)-6-(2-(cyclopropanecarboxamido)benzo[d]thiazol-6-yl)-2-methyl-N-(1-(p-tolyl)ethyl)quinazolin-4-carboxamide